C(C)N(CCNC(=O)C1=C(NC(=C1)C)C=C1C(NC2=CC=C(C=C12)Br)=O)CC 2-(5-bromo-2-oxo-1,2-dihydro-indol-3-ylidenemethyl)-5-methyl-1H-pyrrole-3-carboxylic acid (2-Di-Ethylamino-ethyl)-amide